5-(5-fluoro-2-{[(3S)-3-(fluoromethyl)-3,4-dihydroisoquinolin-2(1H)-yl]carbonyl}phenyl)-N-(4-hydroxyphenyl)-1,2-dimethyl-N-(1-methyl-1H-pyrazol-4-yl)-1H-pyrrole-3-carboxamide FC=1C=CC(=C(C1)C1=CC(=C(N1C)C)C(=O)N(C=1C=NN(C1)C)C1=CC=C(C=C1)O)C(=O)N1CC2=CC=CC=C2C[C@H]1CF